FC(C=1SC(=CN1)C=O)(F)F 2-(trifluoromethyl)thiazole-5-carbaldehyde